Ethyl 7-{[(E)-(hydroxyimino) (3-methyl-5-nitropyridin-2-yl) methyl] amino}-7-oxoheptanoate O\N=C(/C1=NC=C(C=C1C)[N+](=O)[O-])\NC(CCCCCC(=O)OCC)=O